sodium (2S)-2-(4-cyanophenoxy)propanoate C(#N)C1=CC=C(O[C@H](C(=O)[O-])C)C=C1.[Na+]